CC1C(C(C(CC1)CCC)C(=O)[O-])C(=O)[O-] 3-methyl-6-propylcyclohexane-1,2-dicarboxylate